CC1(OB(OC1(C)C)C(CCNC(OC(C)(C)C)=O)=C)C tert-butyl (3-(4,4,5,5-tetramethyl-1,3,2-dioxaborolan-2-yl)but-3-en-1-yl)carbamate